acryloyloxymethylfluorene C(C=C)(=O)OCC1=CC=CC=2C3=CC=CC=C3CC12